ClC=1C(=C(C=CC1)NC=1C(=NN2C1C(NCC2)=O)C2=CC(=NC=C2)NC2=NN(C=C2OC)C)OC 3-[(3-chloro-2-methoxyphenyl)amino]-2-{2-[(4-methoxy-1-methylpyrazol-3-yl)amino]pyridin-4-yl}-5H,6H,7H-pyrazolo[1,5-a]pyrazin-4-one